Cl.FC=1C=C(C=CC1)[C@H]([C@H]1CC[C@H](N1)CC1CCC(CC1)NS(=O)(=O)C)O N-((1R,4s)-4-(((2S,5R)-5-((S)-(3-fluorophenyl)(hydroxy)methyl)pyrrolidin-2-yl)methyl)cyclohexyl)methanesulfonamide hydrochloride